C(C1=CC=CC=C1)SC1=NC(=CC=C1NC(OC(C)(C)C)=O)Cl t-Butyl N-[2-(benzylsulfanyl)-6-chloropyridin-3-yl]carbamate